OC1C(=[N+](OC1(C)C)[O-])C1[C@H]2CN(C[C@@H]12)C(=O)OC(C)(C)C tert-butyl (1R,5S,6r)-6-(4-hydroxy-5,5-dimethyl-2-oxido-4,5-dihydro-1,2-oxazol-3-yl)-3-azabicyclo[3.1.0]hexane-3-carboxylate